3-tert-butyl-1-[(2,4,6-trimethylphenyl)methyl]-1H-pyrazol-5-ylpropan-1-one C(C)(C)(C)C1=NN(C(=C1)C(CC)=O)CC1=C(C=C(C=C1C)C)C